hexyl-(R)-2-((8-(3-aminopiperidin-1-yl)-7-(but-2-yn-1-yl)-3-methyl-2,6-dioxo-2,3,6,7-tetrahydro-1H-purin-1-yl)methyl)-6-(methylamino)nicotinic Acid C(CCCCC)C=1C(=NC(=C(C(=O)O)C1)CN1C(N(C=2N=C(N(C2C1=O)CC#CC)N1C[C@@H](CCC1)N)C)=O)NC